chloro-7-(2-trimethylsilylethoxymethyl)-7H-pyrrolo[2,3-d]pyrimidine ClC=1N=CC2=C(N1)N(C=C2)COCC[Si](C)(C)C